propan-2-yl (Z)-7-[(1R,2R,3R,5S)-3,5-dihydroxy-2-[(3R)-3-hydroxy-5-phenylpentyl] cyclopentyl]hept-5-enoate O[C@H]1[C@@H]([C@H]([C@H](C1)O)C\C=C/CCCC(=O)OC(C)C)CC[C@H](CCC1=CC=CC=C1)O